4-(4-methylthiophenyl)-benzophenone CSC1=CC=C(C=C1)C1=CC=C(C(=O)C2=CC=CC=C2)C=C1